C[C@@]1([C@@H](N2C(C[C@H]2S1(=O)=O)=O)C(=O)O)/C=N/NC(=O)C1=NC=CC=C1 (2S,3R,5R)-3-methyl-7-oxo-3-((E)-(2-pyridineformylhydrazono)methyl)-4-thia-1-azabicyclo[3.2.0]heptane-2-carboxylic acid 4,4-dioxide